N-(3-(2,2-dimethyl-7-(methylthio)-2,3-dihydro-[1,4]dioxino[2,3-c]pyridin-5-yl)-1H-pyrrolo[2,3-c]pyridin-5-yl)acetamide CC1(OC2=C(C(=NC(=C2)SC)C2=CNC3=CN=C(C=C32)NC(C)=O)OC1)C